(S)-1-(4-((1-(5-(3-cyano-5-fluorophenyl)-4,5-dihydro-1H-pyrazole-1-carbonyl)azetidin-3-yl)oxy)-5-fluoropyridin-2-yl)-N-ethyl-3,5-dimethyl-1H-pyrazole-4-carboxamide C(#N)C=1C=C(C=C(C1)F)[C@@H]1CC=NN1C(=O)N1CC(C1)OC1=CC(=NC=C1F)N1N=C(C(=C1C)C(=O)NCC)C